[6-(5-Cyclopropyl-4H-1,2,4-triazol-3-yl)-2-azaspiro[3.3]heptan-2-yl]-[3-[6-[3-(1-hydroxy-1-methyl-ethyl)azetidin-1-yl]-3-pyridyl]azetidin-1-yl]methanone C1(CC1)C=1NC(=NN1)C1CC2(CN(C2)C(=O)N2CC(C2)C=2C=NC(=CC2)N2CC(C2)C(C)(C)O)C1